FC(C=1C(=C(C=CC1)[C@@H](C)NC=1C2=C(N=C(N1)C)C=NC(=C2)S(=O)(=O)N2CCN(CC2)CCOC)F)F (R)-N-(1-(3-(difluoromethyl)-2-fluorophenyl)ethyl)-6-((4-(2-methoxyethyl)piperazin-1-yl)sulfonyl)-2-methylpyrido[3,4-d]pyrimidin-4-amine